(5-(1,5-Dimethyl-1H-pyrazol-3-yl)-1-methyl-4-oxo-4,5-dihydro-1H-pyrrolo[3,2-c]pyridin-3-yl)carbamic acid tert-butyl ester C(C)(C)(C)OC(NC1=CN(C2=C1C(N(C=C2)C2=NN(C(=C2)C)C)=O)C)=O